6-aminopicolinonitrile NC1=CC=CC(=N1)C#N